N-(t-butyl)acrylamide C(C)(C)(C)NC(C=C)=O